tert-butyl (S)-5-methyl-2-(3-(((3aR,5s,6aS)-octahydrocyclopenta[c]pyrrol-5-yl)amino)propanamido)-3-(thiazolo[4,5-c]pyridin-2-yl)-4,7-dihydrothieno[2,3-c]pyridine-6(5H)-carboxylate C[C@H]1CC2=C(CN1C(=O)OC(C)(C)C)SC(=C2C=2SC1=C(C=NC=C1)N2)NC(CCNC2C[C@@H]1[C@@H](CNC1)C2)=O